C(C(C)C)N1C2CC(CC1CC2)N2CCC(CC2)C=2C=C(C=1N(C2)C=C(N1)C1=CC=C(C=C1)S(=O)(=O)C)C 6-(1-(8-isobutyl-8-azabicyclo[3.2.1]octan-3-yl)piperidin-4-yl)-8-methyl-2-(4-(methylsulfonyl)phenyl)imidazo[1,2-a]pyridine